N1=C(N=CC=C1)C1=NN=C(S1)N 5-(pyrimidin-2-yl)-1,3,4-thiadiazol-2-amine